6-amino-2-(3,5-dichloro-4-((5-isopropyl-6-oxo-1,6-dihydropyridin-3-yl)oxy)phenyl)-1,2,4-triazine-3,5(2h,4h)-dione NC=1C(NC(N(N1)C1=CC(=C(C(=C1)Cl)OC1=CNC(C(=C1)C(C)C)=O)Cl)=O)=O